O=C1N(CCN1)C=1C=C(C(=O)O)C=CC1 3-(2-oxoimidazolidin-1-yl)benzoic acid